[N-](S(=O)(=O)C(F)(F)F)S(=O)(=O)C(F)(F)F.C(C)N1CCOCC1 ethyl-morpholine bistrifluoromethanesulfonimide salt